FC=1C=C2C(=CNC2=CC1F)NC(=O)N1CC2=CC=C(C=C2CC1)C1=CC2=C(OC(O2)(F)F)C=C1 N-(5,6-difluoro-1H-indol-3-yl)-6-(2,2-difluorobenzo[d][1,3]dioxol-5-yl)-3,4-dihydroisoquinoline-2(1H)-carboxamide